CC1=C(C(=C(C=C1)C(C(=O)OC(C(C)(C)C)CC(C(C)(C)C)OC(C(=O)C1=C(C(=C(C=C1)C)C)C)=O)=O)C)C 2,2,6,6-tetramethyl-3,5-heptanediol ditrimethylphenylglyoxylate